1-(5-bromo-1,3,4-thiadiazol-2-yl)piperidine-4-carboxylic acid BrC1=NN=C(S1)N1CCC(CC1)C(=O)O